4-((5-phenyl-1-(3-(trifluoromethyl)benzyl)-1H-indazole-7-carboxamido)methyl)benzoic acid C1(=CC=CC=C1)C=1C=C2C=NN(C2=C(C1)C(=O)NCC1=CC=C(C(=O)O)C=C1)CC1=CC(=CC=C1)C(F)(F)F